C(C=C)(=O)NC=1C=C(C=CC1N1[C@H](CN(CC1)C1CCOCC1)C)NC1=NC(=NC=C1OC)C1=C(C(=NC=C1)NC(C1=C(C=C(C=C1)C(C)(C)C)F)=O)CO (S)-N-(4-(4-((3-acrylamido-4-(2-methyl-4-(tetrahydro-2H-pyran-4-yl)piperazin-1-yl)phenyl)amino)-5-methoxypyrimidin-2-yl)-3-(hydroxymethyl)pyridin-2-yl)-4-(tert-butyl)-2-fluorobenzamide